C1=CC=C(C=C1)C2=[O+]C3=CC=CC=C3C=C2 The molecule is a member of the class of chromenyliums that is chromenylium with a phenyl substituent at position 2. It derives from a chromenylium.